NC1=C(C=C(C=N1)NC(C(=O)N1[C@H](CC[C@@H](C1)C)C=1C=CC2=C(N=C(S2)CC2(COC2)N(C)C)C1)=O)CC N-(6-amino-5-ethylpyridin-3-yl)-2-((2R,5S)-2-(2-((3-(dimethylamino)oxetan-3-yl)methyl)benzo[d]thiazol-5-yl)-5-methylpiperidin-1-yl)-2-oxoacetamide